methyl ketone CC(=O)C